CS(=O)(=O)C=1C=CC(=NC1)CC1CC2(CN(C2)C(=O)N2C[C@H](CC2)C2=NC=NN2)C1 [6-[(5-methylsulfonyl-2-pyridinyl)methyl]-2-azaspiro[3.3]heptan-2-yl]-[(3S)-3-(1H-1,2,4-triazol-5-yl)pyrrolidin-1-yl]methanone